(phenyl)indolocarbazolyl-(phenyl)(biphenylyl)[(phenyl)indolocarbazolyl]triazine C1(=CC=CC=C1)C=1C(=C2C(=CC1)N=C1C=CC3=C4C=CC=CC4=NC3=C12)N1NN=C(C(=C1C1=CC=CC=C1)C1=C(C=CC=C1)C1=CC=CC=C1)C1=C2C(=CC=C1C1=CC=CC=C1)N=C1C=CC3=C4C=CC=CC4=NC3=C12